2-(3-((1r,3r)-3-methoxy-1-(4-methyl-4H-1,2,4-triazol-3-yl)cyclobutyl)-5-(oxetan-3-yloxy)phenyl)-6-(((1-methylcyclobutyl)amino)methyl)-4-(trifluoromethyl)isoindolin-1-one COC1CC(C1)(C1=NN=CN1C)C=1C=C(C=C(C1)OC1COC1)N1C(C2=CC(=CC(=C2C1)C(F)(F)F)CNC1(CCC1)C)=O